C1OCCC12CCN(CC2)CCCOC=2C(=C(C=CC2)C2=C(C(=CC=C2)COC2=CC(=C(C=O)C=C2Cl)O)C)C 4-((3'-(3-(2-oxa-8-azaspiro[4.5]decan-8-yl)propoxy)-2,2'-dimethyl-[1,1'-biphenyl]-3-yl)methoxy)-5-chloro-2-hydroxybenzaldehyde